(4-amino-7-fluoroimidazo[1,5-a]quinoxalin-8-yl)((2R,4aS,9aR)-6-fluoro-2-methyl-7-(trifluoromethoxy)-2,3,9,9a-tetrahydroindeno[2,1-b][1,4]oxazin-4(4aH)-yl)methanone NC=1C=2N(C3=CC(=C(C=C3N1)F)C(=O)N1[C@@H]3[C@H](O[C@@H](C1)C)CC=1C=C(C(=CC13)F)OC(F)(F)F)C=NC2